2-([1,1-biphenyl]-4-yl)butanedioic acid C1(=CC=C(C=C1)C(C(=O)O)CC(=O)O)C1=CC=CC=C1